C(C)C(CN)CCN 2-ethyl-1,4-Butanediamine